C(CCCCCCCCO)CCCCCCC[C@H](CC(=O)O)O The molecule is a dihydroxy monocarboxylic acid that is 19-hydroxynonadecanoic acid in which the pro-R hydrogen beta to the carboxy group is replaced by a hydroxy group. It is a 3-hydroxy carboxylic acid, an omega-hydroxy fatty acid, a dihydroxy monocarboxylic acid and a long-chain fatty acid. It derives from a 19-hydroxynonadecanoic acid.